2-(benzofuran-3-yl)-1-(R)-aminoethyl-Boronic acid O1C=C(C2=C1C=CC=C2)C[C@H](N)B(O)O